5-hydroxy-1,4-dihydro-3,1-benzothiazin-2-one OC1=CC=CC2=C1CSC(N2)=O